cyanoethylaminosilane C(#N)CCN[SiH3]